L-threonate calcium [Ca+2].O=C([C@H](O)[C@@H](O)CO)[O-].O=C([C@H](O)[C@@H](O)CO)[O-]